N=1C=NN2C1C=CC=C2CCC[C@H]2C[C@@H]1N(CCN(C1)C1=NC=C(C=N1)F)C2=O (7S,8aS)-7-(3-([1,2,4]triazolo[1,5-a]pyridin-5-yl)propyl)-2-(5-fluoropyrimidin-2-yl)hexahydropyrrolo[1,2-a]pyrazin-6(2H)-one